tert-butyl (1R,2S,3S,5S)-2-fluoro-3-([5-[2-(methoxymethoxy)-4-(6-methoxypyridazin-4-yl) phenyl] pyrazin-2-yl] (methyl) amino)-8-azabicyclo[3.2.1]octane-8-carboxylate F[C@@H]1[C@H]2CC[C@@H](C[C@@H]1N(C)C1=NC=C(N=C1)C1=C(C=C(C=C1)C1=CN=NC(=C1)OC)OCOC)N2C(=O)OC(C)(C)C